N(=[N+]=[N-])[C@@H]1C[C@H](N(C1)C(=O)OC(C)(C)C)CN1N=CC=C1C tert-Butyl (2S,4R)-4-azido-2-((5-methyl-1H-pyrazol-1-yl)methyl)pyrrolidine-1-carboxylate